[Br-].NC(CC)N1CN(C=C1)CCCC 1-(1-aminopropyl)-3-butylimidazole bromide salt